N12C[C@H](C(CC1)CC2)OC(N[C@@H]2C(CC1=CC(=C(C=C21)F)C2=CC(=C(C=C2)OC(F)F)C)(C)C)=O (S)-quinuclidin-3-yl((R)-5-(4-(difluoromethoxy)-3-methylphenyl)-6-fluoro-2,2-dimethyl-2,3-dihydro-1H-inden-1-yl)carbamate